tert-Butyl 2,9,9-trimethyl-6-(2-((methylsulfonyl)oxy)ethyl)acridine-10(9H)-carboxylate {tert-butyl 2,9,9-trimethyl-6-(2-((methylsulfonyl)oxy)ethyl)acridine-10(9H)-carboxylate} C(C)(C)(C)C1=C(C=CC=2N(C3=CC(=CC=C3C(C12)(C)C)CCOS(=O)(=O)C)C(=O)O)C.CC1=CC=2C(C3=CC=C(C=C3N(C2C=C1)C(=O)OC(C)(C)C)CCOS(=O)(=O)C)(C)C